C[N+]1(CCOCC1)[O-] 4-methyl-morpholine N-oxide